2-(piperidin-3-ylmethoxy)-3-(trifluoromethyl)pyrazine hydrochloride Cl.N1CC(CCC1)COC1=NC=CN=C1C(F)(F)F